cycloheptane bromide [Br-].C1CCCCCC1